p-nitro-thiobenzoic acid [N+](=O)([O-])C1=CC=C(C(=S)O)C=C1